2-((S)-1-cyclobutylethylamino)-4-((1R,3R,4R)-3-hydroxy-4-methylcyclohexylamino)pyrimidine-5-carboxamide C1(CCC1)[C@H](C)NC1=NC=C(C(=N1)N[C@H]1C[C@H]([C@@H](CC1)C)O)C(=O)N